O=C1N(CCC(N1)=O)C1=NN(C2=CC(=CC=C12)N1CCN(CC1)CCCCCCC(=O)OC(C)(C)C)C tert-butyl 7-(4-(3-(2,4-dioxotetrahydropyrimidin-1(2H)-yl)-1-methyl-1H-indazol-6-yl)piperazin-1-yl)heptanoate